2-(2,2,2-trifluoro-1-hydroxyethyl)pyridine 1-oxide FC(C(O)C1=[N+](C=CC=C1)[O-])(F)F